C1(=CC=CC=C1)C1=CC(NCC1)=O 4-phenyl-5,6-dihydropyridin-2(1H)-one